3-(1,4-dioxaspiro[4.5]decane-8-yl)pyrazolo[1,5-a]Pyridine O1CCOC12CCC(CC2)C=2C=NN1C2C=CC=C1